FC(OC1=C(OC2=CC=C(C(=C2C(=O)NC2=CC(=NC=C2)C(=O)N)F)C(F)(F)F)C=CC(=C1)OC(F)(F)F)F 4-[[6-[2-(difluoromethoxy)-4-(trifluoromethoxy)phenoxy]-2-fluoro-3-(trifluoromethyl)benzoyl]amino]pyridine-2-carboxamide